2-cyclohexyl-1h-benzimidazole C1(CCCCC1)C1=NC2=C(N1)C=CC=C2